5-(6-methyl-5-(1-oxa-7-azaspiro[4.4]nonan-7-yl)pyridazin-3-yl)pyrimidine-2,4(1H,3H)-dione CC1=C(C=C(N=N1)C=1C(NC(NC1)=O)=O)N1CC2(CCCO2)CC1